C(CCC\C=C/C\C=C/C\C=C/C\C=C/CCCCC)(=O)OC[C@@H]1CO1 (S)-glycidyl arachidonate